CC1=C(C(=O)NC=2C=C(C=C(C2)C2=CC=CC=C2)C(=O)O)C=CC=C1 5-(2-Methylbenzamido)-[1,1'-biphenyl]-3-carboxylic acid